(3-(benzyloxy)-3-oxoprop-1-en-1-yl)-2-azabicyclo[2.2.1]heptane-2-carboxylic acid tert-butyl ester C(C)(C)(C)OC(=O)N1C2(CCC(C1)C2)C=CC(=O)OCC2=CC=CC=C2